2-(4-nitro-phenyl)-3H-benzoimidazole-5-carboxylic acid [N+](=O)([O-])C1=CC=C(C=C1)C=1NC2=C(N1)C=CC(=C2)C(=O)O